(RS)-N-[1-(1-benzothiophen-2-yl)ethyl]-N-hydroxyurea S1C(=CC2=C1C=CC=C2)[C@@H](C)N(C(=O)N)O |r|